7-hydroxy-4-methylcoumarinyl phosphate P(=O)(OC=1C(OC2=CC(=CC=C2C1C)O)=O)([O-])[O-]